FC(N1N=C(C=C1)C(=O)OC)F Methyl 1-(difluoromethyl)-1H-pyrazole-3-carboxylate